Cl.C(C)C=1N=C2N(C=C(C=C2)C=2C=NC(=NC2)N2CCC(CC2)NC2CCNCC2)C1N(C=1SC(=C(N1)C1=CC=C(C=C1)F)C#N)C 2-((2-ethyl-6-(2-(4-(piperidin-4-ylamino)piperidin-1-yl)pyrimidin-5-yl)imidazo[1,2-a]pyridin-3-yl)(methyl)amino)-4-(4-fluorophenyl)thiazole-5-carbonitrile hydrochloride